3-(1-(6-(4-(3H-imidazo[4,5-b]pyridin-7-yl)-1H-pyrazol-1-yl)pyridin-3-yl)-2,2,2-trifluoro-1-hydroxyethyl)-N-methylazetidine-1-carboxamide N1=CNC2=NC=CC(=C21)C=2C=NN(C2)C2=CC=C(C=N2)C(C(F)(F)F)(O)C2CN(C2)C(=O)NC